C(=C)C1C2C=CC(C1)C2 5-vinylbicyclo[2.2.1]hept-2-ene